4-[(2S,3R)-4-(3,4-dihydroxyphenyl)-2,3-dimethylbutyl]benzene-1,2-diol OC=1C=C(C=CC1O)C[C@H]([C@H](CC=1C=C(C(=CC1)O)O)C)C